4-[(4-methoxy-7-{1-[(pyridin-3-yl)methyl]-1H-pyrazol-4-yl}-[1,3]thiazolo[4,5-c]pyridin-2-yl)carbamoyl]benzoic acid COC1=NC=C(C2=C1N=C(S2)NC(=O)C2=CC=C(C(=O)O)C=C2)C=2C=NN(C2)CC=2C=NC=CC2